(S)-4-(5-(3-((2-((S)-3-carboxybutanoyl)-4-chloro-6-methoxyisoindolin-5-yl)oxy)propoxy)-4-fluoro-6-methoxyisoindolin-2-yl)-2-methyl-4-oxobutanoic acid C(=O)(O)[C@H](CC(=O)N1CC2=CC(=C(C(=C2C1)Cl)OCCCOC=1C(=C2CN(CC2=CC1OC)C(C[C@@H](C(=O)O)C)=O)F)OC)C